C(C1=CC=CC=C1)OC(CCCCCCCCCCC(C(=O)O)(C(=O)OCC1=CC=CC=C1)CCCCCCCCCCC(=O)OCC1=CC=CC=C1)=O 13-(benzyloxy)-2-(11-(benzyloxy)-11-oxoundecyl)-2-((benzyloxy)carbonyl)-13-oxotridecanoic acid